C1=C(C=C(C(=C1C(=O)O)NCCC(=O)N[C@@H](CCC(=O)N[C@@H]2[C@H]([C@@H]([C@H](O[C@H]2O)CO)O)O)C(=O)N[C@@H]3[C@H]([C@@H]([C@H](O[C@H]3O)CO)O)O)[N+](=O)[O-])[N+](=O)[O-] The molecule is a dipeptide that consists of beta-alanyl-L-glutamine amide bearing a 2-carboxy-4,6-dinitrophenyl (DNCP) substituent at the amino terminus while the amides at the carboxy terminus and side-chain are substituted by beta-D-glucopyranos-2-yl groups. It is a dipeptide, a C-nitro compound, a N-acyl-beta-D-glucosamine and a member of benzoic acids.